FC(C=1C=CC=2N(N1)C(=CN2)C2=NC=NC(=C2)C2CNCCC2)F 6-(difluoromethyl)-3-(6-(piperidin-3-yl)pyrimidin-4-yl)imidazo[1,2-b]pyridazine